N-({5-chloro-6-[(3-methyl-5-isoxazolyl)methoxy]-2-indolyl}methyl)2-cyano-2-methylpropionamide ClC=1C=C2C=C(NC2=CC1OCC1=CC(=NO1)C)CNC(C(C)(C)C#N)=O